FC1=C(C=O)C=CC(=C1)C=1SC=CC1 2-fluoro-4-(thiophen-2-yl)benzaldehyde